CN(C1=CC=C(C=C1)C1=CC=C(C=C1)[C@H](N(C(=O)[C@H]1[C@@H]2CC[C@H](C1)C2)C=2C=C(C=C(C2)F)/C=C/C(=O)OC)[2H])C methyl (E)-3-(3-((1R,2R,4S)-N-((R)-(4'-(dimethylamino)-[1,1'-biphenyl]-4-yl)methyl-d)bicyclo[2.2.1]heptane-2-carboxamido)-5-fluorophenyl)acrylate